tert-butyl (2S,4R)-2-(dimethylcarbamoyl)-4-hydroxypyrrolidine-1-carboxylate CN(C(=O)[C@H]1N(C[C@@H](C1)O)C(=O)OC(C)(C)C)C